(R)-(4-methyloxazol-5-yl)(4-(pyrazolo[1,5-a]pyridin-2-yl)-6,7-dihydro-1H-imidazo[4,5-c]pyridin-5(4H)-yl)methanone CC=1N=COC1C(=O)N1[C@H](C2=C(CC1)NC=N2)C2=NN1C(C=CC=C1)=C2